ClC1=CC=C(C(=N1)C1=C(C(=CC=C1)F)C)C(F)(F)F 6-chloro-2-(3-fluoro-2-methylphenyl)-3-(trifluoromethyl)pyridine